COC(CCCCC(=O)C1=C(C=CC=C1)N)=O 6-(2-aminophenyl)-6-oxohexanoic acid methyl ester